NC1=CC=C(C=C1)C1=CC=2C3=CC(=C(C=C3C3=CC(=C(C=C3C2C=C1C1=CC=C(C=C1)N)C1=CC=C(C=C1)N)C1=CC=C(C=C1)N)C1=CC=C(C=C1)N)C1=CC=C(C=C1)N 2,3,6,7,10,11-hexa(4'-aminophenyl)triphenylene